2-trimethylsilylethyn C[Si](C#C)(C)C